C(C)(C)(C)C=1C(=C(C=C(C=CC(=O)OCCOCCOCCOC(C=CC2=CC(=C(C(=C2)C(C)(C)C)O)C)=O)C1)C)O Triethylene glycol bis(5-tert-butyl-4-hydroxy-3-methyl cinnamate)